D-tagatose OCC(=O)[C@@H](O)[C@@H](O)[C@H](O)CO